COC=1C=C2CCN(C(C2=CC1OC)C1=CC=C(C=C1)[N+](=O)[O-])C(=O)C1=CC=C(C=C1)C=CC1=CC=CC=C1 (6,7-dimethoxy-1-(p-nitrophenyl)-3,4-dihydroisoquinolin-2(1H)-yl)(4-styrylphenyl)methanone